ClC1=C(C=C(C(=C1)S(N[C@@H](C)C1CCN(CC1)C)(=O)=O)F)NC(C1=C(C=CC=C1)C)=O (S)-N-(2-chloro-5-fluoro-4-(N-(1-(1-methylpiperidin-4-yl)ethyl)sulfamoyl)phenyl)-2-methylbenzamide